(4-FORMYL-2-HYDROXY-PHENYL)-CARBAMIC ACID TERT-BUTYL ESTER C(C)(C)(C)OC(NC1=C(C=C(C=C1)C=O)O)=O